FC1=C(C=CC=C1CS(=O)(=N)C)CC=1C(OC2=CC(=CC=C2C1C)OC1=NC=CC=C1F)=O 3-[[2-fluoro-3-[(methylsulfonimidoyl)methyl]phenyl]methyl]-7-[(3-fluoro-2-pyridyl)oxy]-4-methyl-chromen-2-one